3-(((4-propyl-4H-1,2,4-triazol-3-yl)methyl)amino)benzoic acid methyl ester COC(C1=CC(=CC=C1)NCC1=NN=CN1CCC)=O